Methyl (11Z,14Z,17Z)-2-((7Z,10Z,13Z)-hexadeca-7,10,13-trien-1-yl)-3-oxoicosa-11,14,17-trienoate C(CCCCC\C=C/C\C=C/C\C=C/CC)C(C(=O)OC)C(CCCCCCC\C=C/C\C=C/C\C=C/CC)=O